8-Chloro-3-(2-ethoxy-ethyl)-indolizine-1-carboxylic acid (4,4-difluoro-cyclohexyl-methyl)-amide FC1(CCC(CC1)CNC(=O)C=1C=C(N2C=CC=C(C12)Cl)CCOCC)F